(S)-quinuclidin-3-yl (6-fluoro-5-(4-isobutoxyphenyl)-2,2-dimethyl-2,3-dihydro-1H-inden-1-yl)carbamate FC1=C(C=C2CC(C(C2=C1)NC(O[C@@H]1CN2CCC1CC2)=O)(C)C)C2=CC=C(C=C2)OCC(C)C